N,N,N-trimethyl-(2-bromobenzyl)ammonium trifluoromethanesulfonate FC(S(=O)(=O)[O-])(F)F.C[N+](C)(C)CC1=C(C=CC=C1)Br